[Si](C1=CC=CC=C1)(C1=CC=CC=C1)(C(C)(C)C)OCC(CN1N=C(C(=C1C)C(C)C)I)=O 1-[(tert-butyldiphenylsilyl)oxy]-3-[3-iodo-5-methyl-4-(propan-2-yl)-1H-pyrazol-1-yl]propan-2-one